N1(CCOCC1)C=1C=C2CN(C(C2=CC1)=O)C1=CC2=C(NC(=N2)C2=CC=C(OCC(=O)NCC3CCOCC3)C=C2)C=C1 2-(4-(5-(5-(morpholin-4-yl)-1-oxo-1,3-dihydro-2H-isoindol-2-yl)-1H-benzimidazol-2-yl)phenoxy)-N-(tetrahydro-2H-pyran-4-ylmethyl)acetamide